Cl.BrC1=CC=C(C=C1)C1=CC=C(N1C1=C(C=CC=C1)C(F)(F)F)C=1C=C(C(=O)NC2CCN(CC2)C)C=CC1 3-[5-(4-bromophenyl)-1-[2-(trifluoromethyl)phenyl]pyrrol-2-yl]-N-(1-methyl-4-piperidyl)benzamide hydrochloride